1-chloroethyl (2,2-dimethyl-1,3-dioxan-5-yl)methyl carbonate C(OC(C)Cl)(OCC1COC(OC1)(C)C)=O